1-butoxycarbonylethyl-2-ethylimidazole C(CCC)OC(=O)C(C)C=1N=C(NC1)CC